3-(2,4-dioxotetrahydropyrimidin-1(2H)-yl)-4-(trifluoromethyl)benzoate O=C1N(CCC(N1)=O)C=1C=C(C(=O)[O-])C=CC1C(F)(F)F